NC(CCC1CC1)(C1=CC(=CC=C1)C#N)C=1C=CC(=C(C1)NC(=O)[C@@H]1N(C[C@@H](C1)O)C(=O)NC1=CC=CC2=CC=CC=C12)F (2R,4R)-N2-(5-((+)-1-amino-1-(3-cyanophenyl)-3-cyclopropylpropyl)-2-fluorophenyl)-4-hydroxy-N1-(naphthalen-1-yl)pyrrolidine-1,2-dicarboxamide